2-([1,1'-biphenyl]-4-yl)-4-(4'-chloro-[1,1'-biphenyl]-3-yl)-6-phenyl-1,3,5-triazine C1(=CC=C(C=C1)C1=NC(=NC(=N1)C=1C=C(C=CC1)C1=CC=C(C=C1)Cl)C1=CC=CC=C1)C1=CC=CC=C1